COC(CC1=CC=C(C=C1)CC(=O)O)=O 2-(4-(2-methoxy-2-ketoethyl)phenyl)acetic acid